C12CN(CC(CC1)O2)C2=CC(=NC=1N2N=CC1C1=CC=NN1)N1CC2CCC(C1)O2 3-(7-(8-oxa-3-azabicyclo[3.2.1]oct-3-yl)-3-(1H-pyrazol-5-yl)pyrazolo[1,5-a]pyrimidin-5-yl)-8-oxa-3-azabicyclo[3.2.1]octane